CCNC(=O)[C@@H]1[C@H]([C@H]([C@@H](O1)N2C=NC3=C(N=C(N=C32)NCCC4=CC=C(C=C4)CCC(=O)O)N)O)O The molecule is a derivative of adenosine in which the 5'-hydroxymethyl group is replaced by N-ethylcarboxamido and the hydrogen at position 2 on the adenine is replaced by a 4-(2-carboxyethyl)phenethylamino group. It has a role as an adenosine A2A receptor agonist and an anti-inflammatory agent. It is a member of adenosines, a monocarboxylic acid and a dicarboxylic acid monoamide. It derives from an adenosine.